1-(1-bromomethyl)-4-fluoro-benzene BrCC1=CC=C(C=C1)F